methyl 4-hydroxy-2-oxo-1-((1-phenylpiperidin-4-yl) methyl)-1,2-dihydroquinoline-3-carboxylate OC1=C(C(N(C2=CC=CC=C12)CC1CCN(CC1)C1=CC=CC=C1)=O)C(=O)OC